ClC1=C(C=CC=C1C1=NC=C(C=C1)C1OCCO1)NC=1C=C(C=2N(N1)C(=CN2)C(=O)N[C@H]2[C@H](C2)F)N(C)CC2=CC=C(C=C2)OC 6-({2-chloro-3-[5-(1,3-dioxolan-2-yl)pyridin-2-yl]phenyl}amino)-N-[(1R,2S)-2-fluorocyclopropyl]-8-{[(4-methoxyphenyl)methyl](methyl)amino}imidazo[1,2-b]pyridazine-3-carboxamide